C(N)(OC1=NC(=CC(=C1F)C(C)(C)C)N1N=CC(=C1C(F)(F)F)C(NC=1C=NC(=C(C1)C#N)N1N=CC=N1)=O)=O (tert-butyl 6-(4-((5-cyano-6-(2H-1,2,3-triazol-2-yl) pyridin-3-yl) carbamoyl)-5-(trifluoromethyl)-1H-pyrazol-1-yl)-3-fluoropyridin-2-yl) carbamate